Tert-butyl (8-(4,4-difluoropiperidin-1-yl)-[1,2,4]triazolo[1,5-a]pyridin-6-yl)carbamate FC1(CCN(CC1)C=1C=2N(C=C(C1)NC(OC(C)(C)C)=O)N=CN2)F